ClC1=CC=C(C(=N1)C=1C=NN(C1)C)NC(C)C=1C=2C3=C(N(C(C2C=C(C1)C)=O)C)N(N=C3)C3CCN(CC3)S(=O)(=O)C 9-[1-[[6-chloro-2-(1-methylpyrazol-4-yl)-3-pyridinyl]amino]ethyl]-4,7-dimethyl-3-(1-methylsulfonyl-4-piperidinyl)pyrazolo[3,4-c]isoquinolin-5-one